N,N-dimethyl-1-[(6Z,9Z,12Z)-octadeca-6,9,12-trien-1-yloxy]-3-(octyloxy)propan-2-amine CN(C(COCCCCC\C=C/C\C=C/C\C=C/CCCCC)COCCCCCCCC)C